N1CC(C1)C(=O)OC1=NC=C(C=C1)C#CC1=CC=C(C=C1)C1=CC(=NO1)CN1C(=NC=C1)[C@H](C)OC1OCCCC1 (5-((4-(3-((2-((1S)-1-((tetrahydro-2H-pyran-2-yl) oxy) ethyl)-1H-imidazol-1-yl) methyl) isoxazol-5-yl) phenyl) ethynyl) pyridin-2-yl) azetidine-3-carboxylate